O=C1NC(=C(C=C1C(=O)N)C1=CC=C(C=C1)OCCN1C(OCC1)=O)C(F)(F)F 2-oxo-5-(4-(2-(2-oxo-oxazolidin-3-yl)ethoxy)phenyl)-6-(trifluoromethyl)-1,2-dihydropyridine-3-carboxamide